tert-butyl methyl(4-(4,4,5,5-tetramethyl-1,3,2-dioxaborolan-2-yl)pyridin-2-yl)carbamate CN(C(OC(C)(C)C)=O)C1=NC=CC(=C1)B1OC(C(O1)(C)C)(C)C